6-chloro-N-(6-fluoro-3-oxo-2,3-dihydro-1H-isoindol-5-yl)-1H-indole-3-sulfonamide ClC1=CC=C2C(=CNC2=C1)S(=O)(=O)NC=1C=C2C(NCC2=CC1F)=O